trans-ethyl-3',4'-dihydro-2'H-spiro[cyclopropane-1,1'-naphthalene]-2-carboxylate C(C)OC(=O)C1CC12CCCC1=CC=CC=C21